C(C)(=O)N1CCC(CC1)NC1=CC(=NC(=N1)SC(C)C)C(=O)O 6-((1-Acetylpiperidin-4-yl)amino)-2-(isopropylthio)pyrimidine-4-carboxylic acid